NC=1N=C(C2=C(N1)C=NN2CC2=NC=C(C=C2OC)Br)N[C@H](CCO)CCC (S)-3-((5-amino-1-((5-bromo-3-methoxypyridin-2-yl)methyl)-1H-pyrazolo[4,3-d]pyrimidin-7-yl)amino)hexan-1-ol